cyclopentylsulfonyl-(3-trifluoromethylphenylsulfonyl)diazomethane C1(CCCC1)S(=O)(=O)C(=[N+]=[N-])S(=O)(=O)C1=CC(=CC=C1)C(F)(F)F